1-(2-fluoro-4-nitrophenyl)cyclopropane-1-carbonitrile FC1=C(C=CC(=C1)[N+](=O)[O-])C1(CC1)C#N